Bis[3-(triethoxysilyl) propyl] disulfide C(C)O[Si](CCCSSCCC[Si](OCC)(OCC)OCC)(OCC)OCC